O=CCCCCC(=O)OCC ethyl 6-oxo-hexanoate